CC=1C=C(C=NC1)C=1SC2=C(N1)C=CC(=C2)C(=O)NC2CCOCC2 2-(5-methylpyridin-3-yl)-N-(tetrahydro-2H-pyran-4-yl)-benzo[d]thiazole-6-carboxamide